COC1=CC=CC=C1C1=CC=CC=C1OC (R and S)-6,6'-dimethoxy-1,1'-biphenyl